1-((R)-2,2-difluorocyclopropyl)-N-((R)-1-(3-(1,1-difluoroethyl)-2-fluorophenyl)ethyl)-4-(((1R,5s,6s)-3-methyl-3-azabicyclo[3.1.0]hex-6-yl)amino)-6-oxo-1,6-dihydropyridine-3-carboxamide FC1([C@@H](C1)N1C=C(C(=CC1=O)NC1[C@@H]2CN(C[C@H]12)C)C(=O)N[C@H](C)C1=C(C(=CC=C1)C(C)(F)F)F)F